6-[(diphenylmethylidene)amino]naphthalen-2-ol C1(=CC=CC=C1)C(C1=CC=CC=C1)=NC=1C=C2C=CC(=CC2=CC1)O